C(C)(C)(C)C1CN(CC=2C(NC=3N=CC=CC3C21)=O)C(=O)O tert-butyl-5-oxo-1,4,5,6-tetrahydropyrido[3,4-c][1,8]naphthyridine-3(2H)-carboxylic acid